[Si](C)(C)(C(C)(C)C)O[C@H]1[C@@H](O[C@@H]([C@H]1O[Si](C)(C)C(C)(C)C)CSCC=1C(=NOC1C1=CC=CC=C1)C)N1C=C(C2=C1N=CN=C2N)C=C 7-((2R,3R,4R,5S)-3,4-bis((tert-Butyldimethylsilyl)oxy)-5-((((3-methyl-5-phenylisoxazol-4-yl)methyl)thio)methyl)tetrahydrofuran-2-yl)-5-vinyl-7H-pyrrolo[2,3-d]pyrimidin-4-amine